potassium sulfate sulphate S(=O)(=O)([O-])O.S(=O)(=O)(O)O.[K+]